(2R,4R)-1-((2'-chloro-5-methoxy-[1,1'-biphenyl]-2-yl)sulfonyl)-4-fluoro-2-methyl-N-((R,Z)-4-(methylsulfonyl)but-3-en-2-yl)piperidine-4-carboxamide ClC1=C(C=CC=C1)C1=C(C=CC(=C1)OC)S(=O)(=O)N1[C@@H](C[C@](CC1)(C(=O)N[C@H](C)\C=C/S(=O)(=O)C)F)C